O1N=C(C2=C1C=CC=C2)C2=C(\C=N\[S@@](=O)C(C)(C)C)C=CC=C2 (S,E)-N-[2-(Benzo[d]isoxazol-3-yl)benzylidene]-2-methylpropane-2-sulfinamide